1-(2-methyl-hexyl)-4-vinylbenzene CC(CC1=CC=C(C=C1)C=C)CCCC